tert-butyl (4-(3-(4-(4-(6-(4-cyanopiperidin-1-yl)pyridin-3-yl)piperazin-1-yl)-3-fluorophenyl)-2-methyl-3H-imidazo[4,5-b]pyridin-5-yl)pyridin-2-yl)carbamate C(#N)C1CCN(CC1)C1=CC=C(C=N1)N1CCN(CC1)C1=C(C=C(C=C1)N1C(=NC=2C1=NC(=CC2)C2=CC(=NC=C2)NC(OC(C)(C)C)=O)C)F